sodium bistrimethylsilylamine C[Si](C)(C)N[Si](C)(C)C.[Na]